CP(=O)(C)C1=C(C=CC=C1)NC1=C2NC=NC2=NC(=N1)NC1=NC=2CCN(CC2C=C1)C(CO)=O 1-(2-((6-((2-(dimethylphosphoryl)phenyl)amino)-7H-purin-2-yl)amino)-7,8-dihydro-1,6-naphthyridin-6(5H)-yl)-2-hydroxyethane-1-one